Cl.N[C@@H]1C=2C(=NC(=CC2)O)CC12CCN(CC2)C=2C=1N(C(=C(N2)C)C2=C(C(=CC=C2)F)F)N=CC1 (5S)-5-amino-1'-[7-(2,3-difluorophenyl)-6-methyl-pyrazolo[1,5-a]pyrazin-4-yl]spiro[5,7-dihydrocyclopenta[b]pyridin-6,4'-piperidine]-2-ol hydrochloride